C(C=C)(=O)OCCCCCCCCCCCCCOP(=O)(O)O.NC=1C=CC=C2CCCN(C12)C(CC)=O 1-(8-amino-3,4-dihydro-quinolin-1(2H)-yl)propan-1-one acryloyloxytridecyl-dihydrogenphosphate